COC(OC)[SiH2]CCCN 3-(Dimethoxymethylsilyl)propylamine